tert-butyl (2-(5-amino-5,6,7,8-tetrahydronaphthalen-1-yl)ethyl)carbamate NC1C=2C=CC=C(C2CCC1)CCNC(OC(C)(C)C)=O